fluoro-5-(6-((6-methylpyridin-3-yl)methoxy-d2)-3-oxoisoindolin-5-yl)benzonitrile FC1=C(C#N)C=C(C=C1)C=1C=C2C(NCC2=CC1OC([2H])([2H])C=1C=NC(=CC1)C)=O